FC1=C(C(=O)C2=CNC3=NC=C(C=C32)C=3C=CC(=NC3)N3CCN(CC3)C(=O)OCCCC)C(=CC=C1NS(=O)(=O)N1C[C@@H](CC1)F)F butyl 4-[5-[3-[2,6-difluoro-3-[[(3R)-3-fluoropyrrolidin-1-yl] sulfonylamino]benzoyl]-1H-pyrrolo[2,3-b]pyridin-5-yl]-2-pyridyl]piperazine-1-carboxylate